5-bromo-2-(1-methylprop-2-ynoxymethyl)pyrimidine BrC=1C=NC(=NC1)COC(C#C)C